ClCC(=O)NC1=CC(=NC=C1Cl)N1CCOCC1 2-chloro-N-(5-chloro-2-morpholinopyridin-4-yl)acetamide